ClC=1C(=C(C(=CC1)OCOCC[Si](C)(C)C)[C@H]1CC(NC1)=O)F |r| rac-4-(3-chloro-2-fluoro-6-((2-(trimethylsilyl)ethoxy)methoxy)phenyl)pyrrolidin-2-one